benzeneTriformaldehyde C1(=C(C(=CC=C1)C=O)C=O)C=O